C(C)(C)(C)OC(=O)N1C[C@H](N(CC1)C[B-](F)(F)F)C(C)C.[K+] potassium (R)-((4-(tert-butoxycarbonyl)-2-isopropylpiperazin-1-yl)methyl)trifluoroborate